N-(1,3-benzodioxol-4-yl)-6-methyl-1H-indole-3-sulphonamide O1COC2=C1C=CC=C2NS(=O)(=O)C2=CNC1=CC(=CC=C21)C